(Z)-2-(pent-2-en-1-yl)cyclopent-2-en-1-one C(\C=C/CC)C=1C(CCC1)=O